CC1=C(C(=C(C1(C)[Rh-3](Cl)(Cl)(Cl)(Cl)Cl)C)C)C (pentamethyl-cyclopentadienyl)rhodium (III) pentachloride